FC(C1=CC=NC=N1)(F)F 6-(trifluoromethyl)pyrimidin